1-(ethylsulfonyl)-3-[4-(7H-pyrrolo[2,3-d]pyrimidin-4-yl)-1H-pyrazol-1-yl]-3-azetidinylacetonitrile C(C)S(=O)(=O)N1CC(C1)(N1N=CC(=C1)C=1C2=C(N=CN1)NC=C2)CC#N